tert-butyl-3-methyl-4,6-dihydropyrrolo[3,4-c]pyrazole C(C)(C)(C)C1NCC2=NNC(=C21)C